C(CCCCCCC)OC(=O)OC=1C2=CC=CC=C2C(=C2C=CC=CC12)OC(=O)OCCCCCCCC 9,10-bis(n-octyloxycarbonyloxy)anthracene